ClC1=C(C2=C(N=N1)SC1=C2C=CN=C1Cl)C 3,8-dichloro-4-methylpyrido[4',3':4,5]Thieno[2,3-c]Pyridazine